C(C)(=O)N[C@H]1[C@@H](O[C@@H]([C@H]([C@@H]1O)O)CO)N[C@@H](CC(N)=O)C(=O)O (N-acetyl-beta-glucosaminyl)asparagine